2-fluoro-4-methyl-5-(1,2,4-triazin-3-yl)aniline FC1=C(N)C=C(C(=C1)C)C=1N=NC=CN1